(9-Fluorenylmethoxycarbonyl)-L-valine C1=CC=CC=2C3=CC=CC=C3C(C12)COC(=O)N[C@@H](C(C)C)C(=O)O